COC(=O)C=1C=CC=2N(N1)C(=CN2)I 3-iodoimidazo[1,2-b]pyridazine-6-carboxylic acid methyl ester